4-(oxetan-3-yloxy)-N-[(1R,3S)-3-(5-phenyl-1,3,4-thiadiazol-2-yl)cyclohexyl]-5-(trifluoromethyl)pyrimidin-2-amine O1CC(C1)OC1=NC(=NC=C1C(F)(F)F)N[C@H]1C[C@H](CCC1)C=1SC(=NN1)C1=CC=CC=C1